[Br-].C(CCCCCCCCCCCCC)[N+](C)(C)C Tetradecyl-trimethylammonium bromide